5-isobutoxy-1H-pyrazol-3-amine C(C(C)C)OC1=CC(=NN1)N